IC=1C(=NN(C1C(=O)OC)C=1SC(=C(N1)C1=CC=C(C=C1)C(F)(F)F)C=C(C)C)C Methyl 4-iodo-3-methyl-1-(5-(2-methylpropan-1-en-1-yl)-4-(4-(trifluoromethyl) phenyl) thiazol-2-yl)-1H-pyrazole-5-carboxylate